C(C)(C)(C)OC(=O)N1CCC(CC1)OC1=CC(=NC=C1)COC1=C(C=C(C=C1)Cl)CF.[C-]#N.C(CCCCCCCCCC)[NH+]1CC(CC1)CC 1-Undecyl-3-ethylpyrrolidinium cyanid tert-Butyl-4-((2-((4-chloro-2-(fluoromethyl)phenoxy)methyl)pyridin-4-yl)oxy)piperidine-1-carboxylate